6-(5-((4-benzylpiperidin-1-yl)methyl)-4H-1,2,4-triazol-3-yl)naphthalen-2-ol C(C1=CC=CC=C1)C1CCN(CC1)CC=1NC(=NN1)C=1C=C2C=CC(=CC2=CC1)O